4-fluorobutyrate FCCCC(=O)[O-]